4,6-dichloro-5-(4,4-difluoropiperidin-1-yl)-2-(4-(ethylsulfonyl)benzyl)-1H-benzo[d]imidazole ClC1=C(C(=CC=2NC(=NC21)CC2=CC=C(C=C2)S(=O)(=O)CC)Cl)N2CCC(CC2)(F)F